C1=CC=C(C(=C1)C#N)N o-cyanoaniline